1-Methoxy-3-iodopropane COCCCI